ClC1=C(C=CC=C1)CN1CCC(CC1)N1CCN(CCC1)C1=CC=CC(=N1)C(=O)NCC=1OC=CN1 6-(4-{1-[(2-Chlorophenyl)methyl]piperidin-4-yl}-1,4-diazepan-1-yl)-N-(1,3-oxazol-2-ylmethyl)pyridine-2-carboxamide